N'-(2,2,2-trifluoro-1,1-dimethyl-ethyl)benzoyl-hydrazine (E)-benzyl-3-(1-ethyl-4-fluoro-1H-benzo[d][1,2,3]triazol-5-yl)acrylate C(C1=CC=CC=C1)OC(\C=C\C1=C(C2=C(N(N=N2)CC)C=C1)F)=O.FC(C(C)(C)NNC(C1=CC=CC=C1)=O)(F)F